COC(NC12CC(C1)(C2)F)=O methyl(3-fluorobicyclo[1.1.1]pentan-1-yl)carbamate